5-methyl-5,6-dihydrobenzo[f][1,2,4]triazolo[4,3-d][1,4]oxazepin-8-amine CC1COC2=C(C=3N1C=NN3)C=CC=C2N